OC1=CC=C(C=C1)C1=CC(=CC(=N1)C1=CC=C(C(=O)O)C=C1)C1=CC=CC=C1 4-[6-(4-hydroxyphenyl)-4-phenylpyridine-2-yl]benzoic acid